C1(CCC1)CN(/N=C/C1=NC=C(C=C1)C(F)(F)F)C 1-cyclobutyl-N-methyl-N-[(E)-[5-(trifluoromethyl)-2-pyridyl]methyleneamino]methanamine